3-(2-cyclopentylphenyl)urea C1(CCCC1)C1=C(C=CC=C1)NC(N)=O